ClCCCCCCOCCOCCN 2-[2-[(6-chlorohexyl)oxy]ethoxy]ethylamine